C1(CCCC1)NC1=C2C(=NC(=N1)OCCOC)N(N=C2)[C@H]2[C@@H]([C@@H]([C@H](O2)COC(CO)(C)P(O)(O)=O)O)O (2-(((2R,3S,4R,5R)-5-(4-(cyclopentylamino)-6-(2-methoxyethoxy)-1H-pyrazolo[3,4-d]pyrimidin-1-yl)-3,4-dihydroxytetrahydrofuran-2-yl)methoxy)-1-hydroxypropan-2-yl)phosphonic acid